ClC1=CC(=C(C=C1Cl)C(C1CCN(CC1)S(=O)(=O)C1=CC=C(C)C=C1)CC(C)(S(=O)N)C)O ((4,5-dichloro-2-hydroxyphenyl)(1-tosylpiperidin-4-yl)methyl)-2-methylpropane-2-sulfinamide